NC1=CC=CC(=N1)S(=O)(=O)NC(=O)C=1C(=NC(=CC1)C=1C=NC(=CC1)OC(C)C)N1CCC(CC1)F N-[(6-Amino-2-pyridyl)sulfonyl]-2-(4-fluoro-1-piperidyl)-6-(6-isopropoxy-3-pyridyl)pyridin-3-carboxamid